benzyl (5S,8S,14R)-1-(9H-fluoren-9-yl)-14-fluoro-5-isopropyl-8,14-dimethyl-3,6,9-trioxo-2,12-dioxa-4,7,10-triazapentadecan-15-oate C1=CC=CC=2C3=CC=CC=C3C(C12)COC(N[C@H](C(N[C@H](C(NCOC[C@@](C(=O)OCC1=CC=CC=C1)(C)F)=O)C)=O)C(C)C)=O